FC=1C=C(C=C2C=CC(=NC12)C(C)(C)O)CN1C[C@H]([C@@H](C1)COC)OC=1C=C2CN(C(C2=CC1)=O)[C@@H]1C(NC(CC1)=O)=O (3S)-3-(5-{[(3S,4S)-1-{[8-fluoro-2-(2-hydroxypropan-2-yl)quinolin-6-yl]methyl}-4-(methoxymethyl)pyrrolidin-3-yl]oxy}-1-oxo-2,3-dihydro-1H-isoindol-2-yl)piperidine-2,6-dione